(2R,4S,5S)-4-(N,N-BIS(4-METHOXYBENZYL) SULFAMOYL)-1-METHOXY-5-METHYLOCT-7-EN-2-YL BENZOATE C(C1=CC=CC=C1)(=O)O[C@@H](COC)C[C@@H]([C@H](CC=C)C)S(N(CC1=CC=C(C=C1)OC)CC1=CC=C(C=C1)OC)(=O)=O